C(CCCCC)C1=CC=C(C=C1)/C=C/C(=O)C1=C(C=C(C=C1)O\C(=C/C)\CC)O (E)-3-(4-Hexylphenyl)-1-[2-hydroxy-4-[(Z)-pent-2-en-3-yl]oxyphenyl]prop-2-en-1-one